[(2R,3S,5R)-5-(6-amino-2-fluoro-9H-purin-9-yl)-2-ethynyl-3-hydroxyoxolan-2-yl]methyl benzoate C(C1=CC=CC=C1)(=O)OC[C@]1(O[C@H](C[C@@H]1O)N1C2=NC(=NC(=C2N=C1)N)F)C#C